C(C)(C)(C)OC(NCC(=CF)CN1N=CN(C1=O)CC=1SC=C(C1)Br)=O 2-((4-((4-bromothiophen-2-yl)methyl)-5-oxo-4,5-dihydro-1H-1,2,4-triazol-1-yl)methyl)-3-fluoroallyl-carbamic acid tert-butyl ester